((1-methylpyrrolidin-3-yl)methyl)benzamide CN1CC(CC1)CC1=C(C(=O)N)C=CC=C1